1-(3-propylamino)-3-butylimidazolium tetrafluoroborate F[B-](F)(F)F.CCCNN1C=[N+](C=C1)CCCC